FC(C1=NN2C(N=C(C=C2NC[C@@](C)(C2=CC=C(C=C2)F)[C@H]2CN(CC2)C(=O)N)C(F)(F)F)=C1)(F)F (S)-3-((R)-1-((2,5-bis(trifluoromethyl)pyrazolo[1,5-a]pyrimidin-7-yl)amino)-2-(4-fluorophenyl)propan-2-yl)pyrrolidine-1-carboxamide